2-(3-benzyloxymethyl-2,2-dimethylcyclobutylidene)propyl-(triphenyl)phosphonium C(C1=CC=CC=C1)OCC1C(C(C1)=C(C[P+](C1=CC=CC=C1)(C1=CC=CC=C1)C1=CC=CC=C1)C)(C)C